COCCOCOC1=C(C=C(C=C1)N1C(C2=CC=C(C=C2CC1)C1=C(C=C(C=C1)C(F)(F)F)N1CCCCC1)=O)NS(=O)(=O)C N-(2-((2-methoxyethoxy)methoxy)-5-(1-oxo-6-(2-(piperidin-1-yl)-4-(trifluoromethyl)phenyl)-3,4-dihydroisoquinolin-2(1H)-yl)phenyl)methanesulfonamide